2-Chloro-N-((3R,4S)-1-(5-(6-ethoxy-1H-pyrazolo[3',4':3,4]pyrazolo[1,5-a]pyridine-4-yl)pyridin-2-yl)-3-hydroxypiperidin-4-yl)-5-fluorobenzamide ClC1=C(C(=O)N[C@@H]2[C@@H](CN(CC2)C2=NC=C(C=C2)C=2C=3N(C=C(C2)OCC)N=C2C3C=NN2)O)C=C(C=C1)F